C(C)OC(=O)C1=NN(C=C(C1=O)C1=CC=C(C=C1)F)CC1COCC1 5-(4-fluorophenyl)-4-oxo-1-((tetrahydrofuran-3-yl)methyl)-1,4-dihydropyridazine-3-carboxylic acid ethyl ester